CC1=C(C=NC=C1)B1OC(C)(C)C(C)(C)O1 4-methylpyridine-3-boronic acid pinacol ester